BrC(=C1C2=CC=CC=C2C(C=2C=CC=CC12)=C(Br)Br)Br 9,10-bis(dibromomethylene)-9,10-dihydroanthracene